1-hexyl-2,3-dimethylimidazole hydrobromide Br.C(CCCCC)N1C(N(C=C1)C)C